FC1([C@@H](CNC1)OC=1C=C2CN(C(C2=CC1)=O)C1C(NC(CC1)=O)=O)F 3-(5-(((R)-4,4-difluoropyrrolidin-3-yl)oxy)-1-oxoisoindolin-2-yl)piperidine-2,6-dione